O[C@H]1C[C@H](CC1)NC(OC(C)(C)C)=O tert-butyl (cis-3-hydroxycyclopentyl)carbamate